FC=1C=C(C=C(C1)F)[C@@H]1CC=NN1C(=O)C12CC(C1)(C2)COC=2N=CC(=NC2)C#N (S)-5-((3-(5-(3,5-difluorophenyl)-4,5-dihydro-1H-pyrazole-1-carbonyl)bicyclo[1.1.1]pent-1-yl)methoxy)pyrazine-2-carbonitrile